COC=1C=C(C=CC1OC)C1=CC=NC=2N1N=C(C2)C(=O)N2CCC1=CC(=CC=C21)C(=O)O 1-(7-(3,4-dimethoxyphenyl)pyrazolo[1,5-a]pyrimidine-2-carbonyl)indoline-5-carboxylic acid